methyl 3-(3-fluorophenyl)-1-hydroxy-1,3-dihydrobenzo[c][1,2]oxaborole-3-carboxylate FC=1C=C(C=CC1)C1(C2=C(B(O1)O)C=CC=C2)C(=O)OC